ethyl 2-(2-((5-(3-(aminomethyl)phenyl)-7-((dimethylamino)methyl)benzofuran-3-yl)methoxy)phenyl)acetate NCC=1C=C(C=CC1)C=1C=C(C2=C(C(=CO2)COC2=C(C=CC=C2)CC(=O)OCC)C1)CN(C)C